C1(CCCCC1)CNCCC(C=CC=C)=C 1-cyclohexylmethylamino-3-methylenehept-4,6-diene